NC=1N=C(SC1C(C1=CC=CC=C1)=O)N(C1=CC=C(C=C1)OC)C(C(=O)N)C (N-(4-amino-5-benzoyl-thiazol-2-yl)-4-methoxy-anilino)propionamide